BrC=1C=CC(=NC1)OC(C(F)(F)F)C(C)C 5-bromo-2-((1,1,1-trifluoro-3-methylbut-2-yl)oxy)pyridine